3-(oxetan-3-yl)imidazo[1,5-a]pyridine-7-carboxylic acid sodium salt [Na+].O1CC(C1)C1=NC=C2N1C=CC(=C2)C(=O)[O-]